cholestanoyloxy-2,4-diaminobenzene C(C(C)CCC[C@@H](C)[C@H]1CC[C@H]2[C@@H]3CCC4CCCC[C@]4(C)[C@H]3CC[C@]12C)(=O)OC1=C(C=C(C=C1)N)N